oxalic acid, oxalic acid salt C(C(=O)O)(=O)O.C(C(=O)O)(=O)O